N[S@](=NC(CC1=C(C=C(C=C1C(C)C)C(CC1CCCCC1)=O)C(C)C)=O)(=O)C1=NN(C(=C1)C(C)(C)O)C1=CC=CC=C1 (R)-N-(amino(5-(2-hydroxypropan-2-yl)-1-phenyl-1H-pyrazol-3-yl)(oxo)-λ6-sulfaneylidene)-2-(4-(2-cyclohexylacetyl)-2,6-diisopropylphenyl)acetamide